trans-N-(3-(2-Cyclopropylthiazol-5-yl)phenyl)-4-(2-(3-hydroxypropoxy)acetamido)-N-((trans-4-(4-methoxy-3-methylphenyl)cyclohexyl)methyl)-cyclohexanecarboxamide C1(CC1)C=1SC(=CN1)C=1C=C(C=CC1)N(C(=O)[C@@H]1CC[C@H](CC1)NC(COCCCO)=O)C[C@@H]1CC[C@H](CC1)C1=CC(=C(C=C1)OC)C